BrC1=CC=C(C=C1)N1C(N(C2=C1C(=C(C(=C2)F)OC)F)COC)=O 3-(4-bromophenyl)-4,6-difluoro-5-methoxy-1-(methoxymethyl)-1H-benzo[d]imidazol-2(3H)-one